N-[6-(3-Acetyl-5-hydroxy-5-methyl-cyclohexa-1,3-dien-1-yl)-2-(4,4-dimethylcyclohexen-1-yl)-3-pyridyl]-5-cyano-1H-imidazole-2-carboxamide C(C)(=O)C=1C=C(CC(C1)(C)O)C1=CC=C(C(=N1)C1=CCC(CC1)(C)C)NC(=O)C=1NC(=CN1)C#N